OC(CON1CCC(CC1)C)CN1CCN(CC1)C N-(2-hydroxy-3-(4-methylpiperazin-1-yl)propoxy)-4-methylpiperidin